C(C)OC(=O)C=1C=NC2=C(C(=CC=C2C1C1(CSC1)C(=O)OCC)F)C1=C(C(=CC(=C1)F)F)F 4-[3-(ethoxycarbonyl)thietan-3-yl]-7-fluoro-8-(2,3,5-trifluorophenyl)-quinoline-3-carboxylic acid ethyl ester